4-bromo-5-(difluoromethoxy)-3-fluoro-N-methyl-2-nitroaniline BrC1=C(C(=C(NC)C=C1OC(F)F)[N+](=O)[O-])F